(3S)-benzazepine-1-acetic acid monohydrochloride Cl.N1(C=CC=CC2=C1C=CC=C2)CC(=O)O